4-methylcyclohexa-1,3-diene CC1=CC=CCC1